CC(COC1=CC=2N(C=C1)C(=CN2)C2=CC=NC=N2)CN2CCCC2 6-[7-(2-Methyl-3-pyrrolidin-1-yl-propoxy)-imidazo[1,2-a]pyridin-3-yl]-pyrimidin